2-(3-(4-fluoro-3-(methylsulfonamido)phenyl)-5-hydroxy-1H-pyrazol-1-yl)thiazole-4-carboxylic acid FC1=C(C=C(C=C1)C1=NN(C(=C1)O)C=1SC=C(N1)C(=O)O)NS(=O)(=O)C